NCC#CC1=C(C(=O)OC)C=CC(=C1)NCCCN methyl 2-(3-aminoprop-1-yn-1-yl)-4-((3-aminopropyl)amino)benzoate